C[C@@H]1N(CCN(C1)C)C1=C(C=C(N)C=C1OCCOC1OCCCC1)F 4-((S)-2,4-dimethylpiperazin-1-yl)-3-fluoro-5-(2-((tetrahydro-2H-pyran-2-yl)oxy)ethoxy)aniline